C(C(=C)C)(=O)OCCC[SiH2]C(OC(C)C)OC(C)C 3-methacryloxypropyldiisopropoxymethylsilane